BrCC(=O)N1CCN(C2=CC=CC=C12)CC1CC1 2-bromo-1-(4-(cyclopropylmethyl)-3,4-dihydroquinoxaline-1(2H)-yl)ethanone